C(=O)O.ClC1=CC=C(C=C1)CCN (4-chlorophenyl)ethylamine formic acid salt